BrC=1C=C2C(=NN(C(C2=CC1)=O)CC1=CC=C(C=C1)OC)OC(F)(F)F 6-bromo-2-(4-methoxybenzyl)-4-(trifluoromethoxy)phthalazin-1(2H)-one